ClC1=C(C=C(OCC(=O)N[C@H]2CC[C@@H](NC2)C(=O)NC2=NC(=NC=C2)C(F)(F)F)C=C1)F (2r,5s)-5-[2-(4-chloro-3-fluorophenoxy)acetamido]-N-[2-(trifluoromethyl)pyrimidin-4-yl]piperidine-2-carboxamide